C(C)OC([C@H](CSSC[C@@H](C(=O)O)N)N)=O cystin ethyl ester